ClC1=C(C=C(C=C1)C1=NN2C(CN(CC2)C(=O)OC(C)(C)C)=C1C1=CC=NC=C1)F tert-butyl 2-(4-chloro-3-fluorophenyl)-3-(pyridin-4-yl)-6,7-dihydropyrazolo[1,5-a]pyrazine-5(4H)-carboxylate